N1(C=NC=C1)C1=CC=C(C=N1)C=1C=NC=2CCN(CC2C1)C=1C(=C(C=2N(N1)C=NN2)C)C 3-(6-(1H-imidazol-1-yl)pyridin-3-yl)-6-(7,8-dimethyl-[1,2,4]triazolo[4,3-b]pyridazin-6-yl)-5,6,7,8-tetrahydro-1,6-naphthyridine